trans-4-ethylcyclohexyl-methyl bromide C(C)[C@@H]1CC[C@H](CC1)CBr